6'-methoxy-5'-nitro-5,6-dihydro-[3,3'-bipyridine]-1(2H)-carboxylic acid tert-butyl ester C(C)(C)(C)OC(=O)N1CC(=CCC1)C=1C=NC(=C(C1)[N+](=O)[O-])OC